7-(6-fluoro-1,3-benzothiazol-2-yl)-3-oxa-7,9-diazabicyclo[3.3.1]nonane FC1=CC2=C(N=C(S2)N2CC3COCC(C2)N3)C=C1